[(1r,4r)-4-[(tert-butyldiphenylsilyl)oxy]cyclohexyl]oxypyran-2-carboxylic acid [Si](C1=CC=CC=C1)(C1=CC=CC=C1)(C(C)(C)C)OC1CCC(CC1)OC=1C(OC=CC1)C(=O)O